(2R,4R)-N-((S)-1-((2-acetamido-5-chlorobenzyl)amino)-1-oxopropan-2-yl)-4-phenylpyrrolidine-2-carboxamide hydrochloride Cl.C(C)(=O)NC1=C(CNC([C@H](C)NC(=O)[C@@H]2NC[C@H](C2)C2=CC=CC=C2)=O)C=C(C=C1)Cl